(S)-N-(6-bromo-2-(1-cyclopropylethyl)-3-oxoisoindol-4-yl)-2-methylpropane-2-sulfonamide BrC1=CC(=C2C(N(CC2=C1)[C@@H](C)C1CC1)=O)NS(=O)(=O)C(C)(C)C